CN(C(C)=O)CCNC(CN(C1=CC=C2C(=CC(OC2=C1)=O)C1=C(C=CC=C1)C)C)=O N-methyl-N-(2-(2-(methyl(2-oxo-4-(o-tolyl)-2H-chromen-7-yl)amino)acetamido)ethyl)acetamide